FC=1C=NC=C(C1C(=O)O)C=C 3-fluoro-5-vinylpyridine-4-carboxylic acid